C(C)(CC)C1OC(OCC12CCCCC2)C (sec-butyl)-3-methyl-2,4-dioxaspiro[5.5]undecane